C1(=CC=CC=C1)C#CS(=O)(=O)O 2-Phenyl-1-ethynylsulfonic acid